2-(4,6-diphenyl-1,3,5-triazine-2-yl)-4-methyl-5-hexyloxy-phenol C1(=CC=CC=C1)C1=NC(=NC(=N1)C1=CC=CC=C1)C1=C(C=C(C(=C1)C)OCCCCCC)O